1-[(2-fluorophenyl)methyl]-1,2,4-triazole-3-carboxamide FC1=C(C=CC=C1)CN1N=C(N=C1)C(=O)N